tert-butyl 4-((5-cyclopropyl-3-(2,6-difluorophenyl)isoxazol-4-yl)methoxy)-3,3-difluoropiperidine-1-carboxylate C1(CC1)C1=C(C(=NO1)C1=C(C=CC=C1F)F)COC1C(CN(CC1)C(=O)OC(C)(C)C)(F)F